γ-aminopropyl-trimethoxysilane tert-butyl-2,2-dimethyl-4-[3-[(6-sulfamoyl-2-pyridyl)amino]propyl]pyrrolidine-1-carboxylate C(C)(C)(C)OC(=O)N1C(CC(C1)CCCNC1=NC(=CC=C1)S(N)(=O)=O)(C)C.NCCC[Si](OC)(OC)OC